CC(C=C)OCCC(=O)OC methyl 3-(but-3-en-2-yloxy)propanoate